rel-ethyl (Z)-5-(4-((2-(aminomethyl)cyclopropyl)methoxy)-3-hydroxybenzylidene)-4-oxo-2-(phenylamino)-4,5-dihydrothiophene-3-carboxylate NCC1C(C1)COC1=C(C=C(\C=C/2\C(C(=C(S2)NC2=CC=CC=C2)C(=O)OCC)=O)C=C1)O